FC=1C=C(C=CC1OC1=CC=NC2=CC(=NC=C12)C=1N=CN(C1)C)C1=NN(C(=C1C(=O)N)C(F)(F)F)C1=CC=CC=C1 (3-fluoro-4-((7-(1-methyl-1H-imidazol-4-yl)-1,6-naphthyridin-4-yl)oxy)phenyl)-1-phenyl-5-(trifluoromethyl)-1H-pyrazole-4-carboxamide